(2'-chloro-3,5-difluoro-[2,4'-bipyridyl]-3'-yl)carbamic acid tert-butyl ester C(C)(C)(C)OC(NC=1C(=NC=CC1C1=NC=C(C=C1F)F)Cl)=O